C(C)(C)(C)OC(=O)N1C(CCC1)COCCCC1=NC=2NCCCC2C=C1 ((3-(5,6,7,8-tetrahydro-1,8-naphthyridin-2-yl)propoxy)methyl)pyrrolidine-1-carboxylic acid (R)-tert-butyl ester